6-(4-methyl-3-oxopiperazin-1-yl)-1-benzothiophene-2-carboxylic acid ethyl ester C(C)OC(=O)C=1SC2=C(C1)C=CC(=C2)N2CC(N(CC2)C)=O